BrC=1C=CC(=C(C1)C(N)=S)Cl 5-bromo-2-chloro-benzenecarbothioamide